(2S)-methyl 2-(2-(5-chloro-4-methoxy-1H-indole-2-carbonyl)-2-azaspiro[4.5]decane-3-carboxamido)-3-((S)-2-oxopiperidin-3-yl)propanoate ClC=1C(=C2C=C(NC2=CC1)C(=O)N1CC2(CC1C(=O)N[C@H](C(=O)OC)C[C@H]1C(NCCC1)=O)CCCCC2)OC